CN(CC=CC(=O)N1[C@H]2CN([C@@H](C1)C2)C(=O)C=2SC(=CC2)C)C 4-(dimethylamino)-1-((1R,4R)-5-(5-methylthiophene-2-carbonyl)-2,5-diazabicyclo[2.2.1]heptan-2-yl)but-2-en-1-one